(+)-isoamyl alcohol C(CC(C)C)O